[Sn](=S)=S tin-disulfide